1-(trifluoromethanesulfonyl)pyrazole FC(S(=O)(=O)N1N=CC=C1)(F)F